FC(C)(F)C1=NC(=C(C(=N1)NC1=CC(=NC=C1OCC)NC(C)=O)F)C N-(4-((2-(1,1-difluoroethyl)-5-fluoro-6-methylpyrimidin-4-yl)amino)-5-ethoxypyridin-2-yl)acetamide